2-aminomethyl-4-(4-fluorobenzyl)-morpholine NCC1CN(CCO1)CC1=CC=C(C=C1)F